BrC1=C(C=NN(C1=O)C)N[C@@H]1C[C@@H](CN(C1)C)C1=CC=C(C=C1)CN1CCN(CC1)C1=C2CN(C(C2=CC=C1)=O)C1C(NC(CC1)=O)=O 3-[4-[4-[[4-[(3R,5R)-5-[(5-bromo-1-methyl-6-oxo-pyridazin-4-yl)amino]-1-methyl-3-piperidyl]phenyl]methyl]piperazin-1-yl]-1-oxo-isoindolin-2-yl]piperidine-2,6-dione